3-[4-(4-Aminopiperidin-1-yl)-3-(3-fluoro-5-methylphenyl)chinolin-6-yl]-5-fluoropyridin-4-amin NC1CCN(CC1)C1=C(C=NC2=CC=C(C=C12)C=1C=NC=C(C1N)F)C1=CC(=CC(=C1)C)F